(R)-7-(4-bromo-3-(trifluoromethyl)benzoyl)-2-(3,5-dimethyl-1H-pyrazol-1-yl)-6-methyl-3-(1-methyl-1H-benzo[d]imidazol-5-yl)-5,6,7,8-tetrahydropyrido[3,4-d]pyrimidin-4(3H)-one BrC1=C(C=C(C(=O)N2CC=3N=C(N(C(C3C[C@H]2C)=O)C2=CC3=C(N(C=N3)C)C=C2)N2N=C(C=C2C)C)C=C1)C(F)(F)F